6-Methyl-4-((1-methylcyclopropyl)amino)furo[2,3-d]pyrimidine-5-carboxylic acid CC1=C(C2=C(N=CN=C2NC2(CC2)C)O1)C(=O)O